6-(4-((4-(1H-pyrazol-4-yl)phenyl)amino)thieno[3,2-d]pyrimidin-2-yl)-N-(tetrahydrofuran-3-yl)-1H-indole-2-carboxamide N1N=CC(=C1)C1=CC=C(C=C1)NC=1C2=C(N=C(N1)C1=CC=C3C=C(NC3=C1)C(=O)NC1COCC1)C=CS2